COC1=CC=2N=CN=C(C2N=C1O[C@@H](C)C=1N=CSC1C)C=1C(=NN(C1)C)C1=CC=CC=C1 (S)-4-(1-((7-methoxy-4-(1-methyl-3-phenyl-1H-pyrazol-4-yl)pyrido[3,2-d]pyrimidin-6-yl)oxy)ethyl)-5-methylthiazole